(4-(3-hydroxyoxetan-3-yl)phenyl)(4-((7-(trifluoromethyl)quinolin-4-yl)oxy)piperidin-1-yl)methanone OC1(COC1)C1=CC=C(C=C1)C(=O)N1CCC(CC1)OC1=CC=NC2=CC(=CC=C12)C(F)(F)F